ClC1=CC=C(C=C1)N1N=CC(=C1C(F)(F)F)CN1CCC2(CC1)COC1=C3CN(C(C3=CC=C12)=O)[C@@H]1C(NC(CC1)=O)=O (S)-3-(1'-((1-(4-chlorophenyl)-5-(trifluoromethyl)-1H-pyrazol-4-yl)methyl)-6-oxo-6,8-dihydro-2H,7H-spiro[furo[2,3-e]isoindole-3,4'-piperidin]-7-yl)piperidine-2,6-dione